Cuprous Triazolate N1N=NC(=C1)C(=O)[O-].[Cu+]